2-[4-(4-methylpiperazin-1-yl)anilino]-4-[[6-(2-oxo-1-pyridyl)-2-pyridyl]amino]pyrimidine-5-carbonitrile CN1CCN(CC1)C1=CC=C(NC2=NC=C(C(=N2)NC2=NC(=CC=C2)N2C(C=CC=C2)=O)C#N)C=C1